(difluoromethyl)-1,2,5-oxadiazole-3-carboxylic acid FC(F)C=1C(=NON1)C(=O)O